1-(4-(((2-((2-chloro-3-(3'-chloro-5-(((3-fluoropropyl)amino)methyl)-6-methoxy-[2,4'-bipyridin]-2'-yl)phenyl)amino)-3-fluoropyridin-4-yl)methyl)amino)piperidin-1-yl)ethan-1-one ClC1=C(C=CC=C1C1=NC=CC(=C1Cl)C1=NC(=C(C=C1)CNCCCF)OC)NC1=NC=CC(=C1F)CNC1CCN(CC1)C(C)=O